C(#N)C1=CC=C(C=N1)COC1=CC=CC(=N1)C1=CC(=C(CC2=NC3=C(N2C[C@H]2OCC2)C=C(C=C3OC)C(=O)O)C=C1F)F (S)-2-(4-(6-((6-Cyanopyridin-3-yl)methoxy)pyridin-2-yl)-2,5-difluorobenzyl)-4-methoxy-1-(oxetan-2-ylmethyl)-1H-benzo[d]imidazole-6-carboxylic acid